C12COCCC2C1 3-oxabicyclo[4.1.0]heptane